N-(2-{2-dimethylaminoethyl-methylamino}-4-methoxy-5-{[4-(1-methylindole-3-yl)pyrimidine-2-yl]amino}phenyl)prop-2-enamide CN(CCN(C1=C(C=C(C(=C1)OC)NC1=NC=CC(=N1)C1=CN(C2=CC=CC=C12)C)NC(C=C)=O)C)C